tert-butyl (S)-2-(prop-2-yn-1-yl)pyrrolidine-1-carboxylate C(C#C)[C@H]1N(CCC1)C(=O)OC(C)(C)C